(S)-quinuclidin-3-yl (7-(3-(dimethylamino)phenyl)thiochroman-4-yl)carbamate CN(C=1C=C(C=CC1)C1=CC=C2C(CCSC2=C1)NC(O[C@@H]1CN2CCC1CC2)=O)C